4-(2,6-Dimethylphenoxy)-N-(piperidine-4-yl)-6,7-dihydro-5H-cyclopenta[d]pyrimidine-2-amine CC1=C(OC=2C3=C(N=C(N2)NC2CCNCC2)CCC3)C(=CC=C1)C